2-methyl-2-Amino-1-Propanol CC(CO)(C)N